C(C)S(=O)(=O)C1=C(SC2=C1C=CC(=C2)C(F)(F)F)NCC=2C(=CC(=NC2)C(F)(F)F)C(=O)OC methyl 5-[[[3-ethylsulfonyl-6-(trifluoromethyl)benzothiophen-2-yl]amino]methyl]-2-(trifluoromethyl)pyridine-4-carboxylate